C(C=C)(=O)O.C(C)OC(C=C)=O.N1C=C(C2=CC=CC=C12)CCC(=O)NC1=CC=C(C=C1)N1CCOCC1 3-(1H-indol-3-yl)-N-(4-morpholinophenyl)propanamide ethyl-acrylate (acrylate)